O=C1C(C=[Ru]I)C=CC=C1 (2-oxobenzylidene)-ruthenium iodide